C[C@@H](CC1=CC(=C(C=C1)O)OC)[C@H](C)CC2=CC(=C(C(=C2)OC)O[C@H](C)[C@H](C3=CC(=C(C=C3)O)OC)O)OC The molecule is a neolignan isolated from the bark of Machilus robusta. It has a role as a plant metabolite. It is a neolignan, a member of phenols and a dimethoxybenzene.